6-(3-Bromo-1-(3-chloropyridin-2-yl)-1H-pyrazol-5-carboxamido)-N-butyl-5-chloropyrazolo[1,5-a]pyridin-7-carboxamid BrC1=NN(C(=C1)C(=O)NC=1C(=CC=2N(C1C(=O)NCCCC)N=CC2)Cl)C2=NC=CC=C2Cl